C1(CC1)C1=CC(=NO1)C1=NN=C2N1N=C(C=C2OC)OCC2=NC=1CCN(CC1C=C2)C2COC2 5-cyclopropyl-3-(8-methoxy-6-((6-(oxetane-3-yl)-5,6,7,8-tetrahydro-1,6-naphthyridin-2-yl)methoxy)-[1,2,4]triazolo[4,3-b]pyridazin-3-yl)isoxazole